[Si](C)(C)(C(C)(C)C)OCC(CNCC(=O)OCC1=CC=CC=C1)(C)C benzyl (3-((tert-butyldimethylsilyl)oxy)-2,2-dimethylpropyl)glycinate